2,5-dimethyl-2-tert-pentylperoxy-5-hydroperoxyhexane CC(C)(CCC(C)(OO)C)OOC(C)(C)CC